CCCCC/C=C\C/C=C\C/C=C\C/C=C\CCCC(=O)OC[C@H](COP(=O)([O-])OCC[N+](C)(C)C)OC(=O)CCCCCCC/C=C\C/C=C\CCCC 1-(5Z,8Z,11Z,14Z-eicosatetraenoyl)-2-(9Z,12Z-heptadecadienoyl)-glycero-3-phosphocholine